ONC(CCCCCCNC(=O)C1CC2=C(NC=3C=CC=CC23)C1)=O N-(7-(hydroxyamino)-7-oxoheptyl)-1,2,3,4-tetrahydrocyclopenta[b]indole-2-carboxamide